tert-Butyl (1-(6-amino-5-((3-amino-2-chlorophenyl)thio)pyrazin-2-yl)-4-(fluoromethyl)piperidin-4-yl)carbamate NC1=C(N=CC(=N1)N1CCC(CC1)(CF)NC(OC(C)(C)C)=O)SC1=C(C(=CC=C1)N)Cl